CN1C(C(=NC(=C1C=1C2=C(C=NC1)N(C=N2)C)NC)NC2=CC(=C(C=C2)N2CCOCC2)OC)C(=O)OCCCC2CCCCC2 3-cyclohexyl-propanol methyl-3-(3-methoxy-4-morpholino-anilino)-5-(methylamino)-6-(3-methylimidazo[4,5-c]pyridin-7-yl)pyrazine-2-carboxylate